N-[(2,4-Difluorophenyl)methyl]-12-hydroxy-6-[2-(4-morpholinyl)ethyl]11,13-dioxo-1,2,3,4,4a,5,6,6a,7,11,13,14a-dodecahydropyrido[1',2':4,5]pyrazino[1,2-a]quinazoline-10-carboxamide FC1=C(C=CC(=C1)F)CNC(=O)C=1C(C(=C2N(CC3N(C4CCCCC4CN3CCN3CCOCC3)C2=O)C1)O)=O